(R)-4-benzyl-2-(2-hydroxyethyl)piperazine-1-carboxylic acid tert-butyl ester C(C)(C)(C)OC(=O)N1[C@@H](CN(CC1)CC1=CC=CC=C1)CCO